N-glucosyl-amine C1([C@H](O)[C@@H](O)[C@H](O)[C@H](O1)CO)N